ClC1=C(C=C(C=C1)[C@@H]1C([C@H]1C1=CC=C(C=C1)OC)(Cl)Cl)Cl Trans-1,2-dichloro-4-(2,2-dichloro-3-(4-methoxyphenyl)cyclopropyl)benzene